[(biphenylyl)dibenzothiophenyl][phenyl-(biphenylyl)triazinyl]benzene C1(=C(C=CC=C1)C1=C(C2=C(SC3=C2C=CC=C3)C=C1)C1=C(C=CC=C1)C1=NN=NC(=C1C1=C(C=CC=C1)C1=CC=CC=C1)C1=CC=CC=C1)C1=CC=CC=C1